2-[(6R)-5-azaspiro[2.4]heptan-6-yl]-6-bromo-imidazo[1,2-a]pyrazine trifluoroacetate FC(C(=O)O)(F)F.C1CC12CN[C@H](C2)C=2N=C1N(C=C(N=C1)Br)C2